IC=1C=C2C(=NC1N)OCC2 5-iodo-2,3-dihydrofuro[2,3-b]pyridin-6-amine